C1(CCCC1)N1C=C2C(=NN=C(C2=CC1=O)C)NC(C)C1=CC(=CC=C1)C(F)(F)F 6-cyclopentyl-1-methyl-4-[1-[3-(trifluoromethyl)phenyl]ethylamino]pyrido[3,4-d]pyridazin-7-one